N-{4-[(3S)-3-aminopiperidin-1-yl]-1H-pyrazolo[3,4-b]pyridin-5-yl}-2-(2,6-difluorophenyl)-1,3-thiazole-4-carboxamide N[C@@H]1CN(CCC1)C1=C2C(=NC=C1NC(=O)C=1N=C(SC1)C1=C(C=CC=C1F)F)NN=C2